COC1=C(CCC=2C=C3C(=NC=NC3=CC2)N2CC3(C2)CCN(CC3)CC3CCC(CC3)NS(=O)(=O)CC)C=CC=C1 N-((1R,4R)-4-((2-(6-(2-methoxyphenethyl)quinazolin-4-yl)-2,7-diazaspiro[3.5]nonan-7-yl)methyl)cyclohexyl)ethanesulfonamide